BrC=1C=C2C=C(NC2=CC1OCC1=NOC=C1)CNC(=O)C1(CC1)C N-((5-bromo-6-(isoxazol-3-ylmethoxy)-1H-indol-2-yl)methyl)-1-methylcyclopropane-1-carboxamide